C(#C)C1=C2C=C(N=CC2=C(N=C1)NC)NC(=O)C1CC1 N-[5-ethynyl-8-(methylamino)-2,7-naphthyridin-3-yl]cyclopropanecarboxamide